(2-methylpropyl)carbamic acid tert-butyl ester C(C)(C)(C)OC(NCC(C)C)=O